tert-butyl 2-(1-(4-cyanophenyl) cyclopropyl)-4-oxo-3,4,7,8-tetrahydropyrido[4,3-d]pyrimidine-6(5H)-carboxylate C(#N)C1=CC=C(C=C1)C1(CC1)C=1NC(C2=C(N1)CCN(C2)C(=O)OC(C)(C)C)=O